ClC1=CC=C(C=N1)NC1=NC=CC2=CC(=CC=C12)[C@@H](CC)OC |r| Racemic-N-(6-chloropyridin-3-yl)-6-(1-methoxypropyl)isoquinolin-1-amine